triphenylphosphine ruthenium salt [Ru].C1(=CC=CC=C1)P(C1=CC=CC=C1)C1=CC=CC=C1